N-[(furan-2-yl)methyl]-2-{8-thia-4,6-diazatricyclo[7.4.0.02,7]trideca-1(9),2(7),3,5-tetraene-3-ylsulfanyl}acetamide O1C(=CC=C1)CNC(CSC=1C=2C=3CCCCC3SC2N=CN1)=O